FC1=CC(=C(OCC2=C(C=C(C=C2)C2C=3C(NC(C2)=O)=NNC3)OC(F)(F)F)C=C1)C(F)(F)F 4-(4-{[4-Fluoro-2-(trifluoromethyl)phenoxy]methyl}-3-(trifluoromethoxy)phenyl)-2H,4H,5H,6H,7H-pyrazolo[3,4-b]pyridin-6-on